[1,3-bis(2,6-di-i-propylphenyl)-4,5-dihydroimidazol-2-ylidene]Palladium (II) C(C)(C)C1=C(C(=CC=C1)C(C)C)N1C(N(CC1)C1=C(C=CC=C1C(C)C)C(C)C)=[Pd]